3-[1-(3-isopropoxyphenyl)vinyl]-5-(trifluoromethyl)pyridin-2-amine C(C)(C)OC=1C=C(C=CC1)C(=C)C=1C(=NC=C(C1)C(F)(F)F)N